CCCCCCCCCCCCCCCC(=O)OCCCC The molecule is a hexadecanoate ester obtained by formal condensation of the carboxy group of hexadecanoic acid with the hydroxy group of butanol. It has a role as an animal metabolite, a plant metabolite and an insect repellent.